O[C@H]1[C@H]2[C@@H]3CC[C@H]([C@@H](CCC(=O)OC)C)[C@]3(C[C@@H]([C@@H]2[C@]2(CCC(C[C@H]2[C@H]1CC)=O)C)O)C Methyl 7α,11β-dihydroxy-6α-ethyl-3-oxo-5β-cholan-24-oate